FC1=CC=C(CN(C2=C(C3=C(C(=CC(O3)=O)C(F)(F)F)C=C2)N2CCCC2)C)C=C1 7-((4-fluorobenzyl)(methyl)amino)-8-(pyrrolidin-1-yl)-4-(trifluoromethyl)-2H-benzopyran-2-one